FC(C(=O)O)(F)F.N1(CC(C1)C1CNC1)C=1C=C2C(N(C(C2=CC1)=O)C1C(NC(CC1)=O)=O)=O 5-([3,3'-Biazetidin]-1-yl)-2-(2,6-dioxopiperidin-3-yl)isoindoline-1,3-dione trifluoroacetate